C(CC)OC1=C(C(=C(C=C1)[SiH](C1=CC=CC=C1)C1=CC=CC=C1)OCCC)OCCC tripropoxy(tri-phenyl)silane